C1(CCCCC1)OC1=CC=C(C=C1)B(O)O [4-(CYCLOHEXYLOXY)PHENYL]BORANEDIOL